NC=1C2=C(N=CN1)N(C(=C2C2=CC=C(C=C2)NC(=O)C2CCCC2)C2=CC=C(C=C2)NC(C(=C)C)=O)C N-(4-(4-amino-6-(4-methacrylamido-phenyl)-7-methyl-7H-pyrrolo[2,3-d]pyrimidin-5-yl)phenyl)cyclopentane-carboxamide